ClC1=CC(=NC=C1)C(C)(C)N(C(OC(C)(C)C)=O)CC tert-butyl (2-(4-chloropyridin-2-yl)propan-2-yl)(ethyl)carbamate